C(N)(OC1(CC(N(CC1)C1NCC(CC1)C1=C2C=CC=NC2=CC(=C1)Cl)C(C)(C)C)CN1CCN(CC1)CC)=O (tert-butyl 1-(5-(7-chloroquinolin-5-yl) piperidin-2-yl)-4-((4-ethylpiperazin-1-yl) methyl) piperidin-4-yl) carbamate